C1(=CC=CC2=CC=CC=C12)C(=O)OCC=C allyl naphthoate